BrC[C@@H]1CC[C@H](CC1)CO trans-4-bromomethylcyclohexanemethanol